(R)-N'-((7-fluoro-5-(2-methoxypyridin-4-yl)-2,3-dihydro-1H-inden-4-yl)carbamoyl)-6,6-dimethyl-6,7-dihydro-5H-pyrazolo[5,1-b][1,3]oxazine-3-sulfonimidamide FC=1C=C(C(=C2CCCC12)NC(=O)N=[S@](=O)(N)C=1C=NN2C1OCC(C2)(C)C)C2=CC(=NC=C2)OC